BrC=1C=C2C=C(C=NC2=C(C1)I)C 6-bromo-8-iodo-3-methylquinoline